C(#N)C1=C2C=C(N=C(C2=CC=C1)C(=O)N[C@@H]1C[C@H](C1)N)N1C=NC=C1 5-cyano-3-(imidazol-1-yl)-N-[(trans)-3-aminocyclobutyl]isoquinoline-1-carboxamide